N-(2-fluoro-5-(trifluoromethoxy)benzyl)-5-(2-(2-hydroxyacetamido)imidazo[1,2-b]pyridazin-6-yl)-2-methylnicotinamide FC1=C(CNC(C2=C(N=CC(=C2)C=2C=CC=3N(N2)C=C(N3)NC(CO)=O)C)=O)C=C(C=C1)OC(F)(F)F